(R)-(4-bromophenyl)-3-methyl-monophenyl-1,4,5,7-tetrahydro-6H-pyrazolo[3,4-b]pyridin-6-one BrC1=CC=C(C=C1)[C@@H]1C2=C(NC(C1)=O)N(N=C2C)C2=CC=CC=C2